FC1(CC(C1)C1=NC(=C2N1CCN(C2)C(=O)NC)C2=C1C=C(C(=NC1=CC=C2)C=2C=NN(C2)C)C(F)F)F 3-(3,3-difluorocyclobutyl)-1-(3-(difluoromethyl)-2-(1-methyl-1H-pyrazol-4-yl)quinolin-5-yl)-N-methyl-5,6-dihydroimidazo[1,5-a]pyrazine-7(8H)-carboxamide